ClC1=C(C(=CC(=C1)Cl)Cl)C(=O)O (2,4,6-trichlorophenyl)carboxylic acid